NCCOCCO 2-(2-amino-ethoxy)ethan-1-ol